ClC1=CC=C(C=C1)C1=NC(=NC(=C1)C1=CC=CC=C1)C1=CC=CC=C1 4-(4-chlorophenyl)-2,6-diphenylpyrimidine